8-((2s,5r)-4-((4-chlorophenyl)(4-(trifluoromethoxy)phenyl)methyl)-2,5-dimethylpiperazin-1-yl)-7-fluoro-5-methyl-6-oxo-5,6-dihydro-1,5-naphthyridine-2-carbonitrile ClC1=CC=C(C=C1)C(N1C[C@@H](N(C[C@H]1C)C1=C(C(N(C=2C=CC(=NC12)C#N)C)=O)F)C)C1=CC=C(C=C1)OC(F)(F)F